ClC=1C=C(C=CC1C(=O)N1CCN(CC1)C(=O)C1CCNCC1)C=1N=C(N(C1)C)C(=O)N [3-chloro-4-[4-(piperidine-4-carbonyl)piperazine-1-carbonyl]phenyl]-1-methylimidazole-2-carboxamide